C(#C)C1=C(C(=CC=C1)F)F 1-ethynyl-2,3-difluorobenzene